4-(5-chloro-6-methoxythieno[3,2-b]pyridin-2-yl)-4-oxobutanoic acid ClC1=C(C=C2C(=N1)C=C(S2)C(CCC(=O)O)=O)OC